2-methyl-2,4-pentadiene CC(C)=CC=C